4-amino-2-(4-chlorophenyl)butan-2-ol trifluoroacetate FC(C(=O)O)(F)F.NCCC(C)(O)C1=CC=C(C=C1)Cl